O1C=C(C=C1)C=1N=C(C2=C(N1)SC(=C2)C)NCCCC2=CC=C(C=C2)C2=CC=C(C=C2)C(F)(F)F 2-(furan-3-yl)-6-methyl-N-(3-[4'-(trifluoromethyl)-[1,1'-biphenyl]-4-yl]propyl)thieno[2,3-d]pyrimidin-4-amine